4-(4-cyclopentylphenyl)-1H-indazol-3-amine C1(CCCC1)C1=CC=C(C=C1)C1=C2C(=NNC2=CC=C1)N